C(C1=CC=CC=C1)C=1C=C(C=CC1)NC(=O)C1=CC(=NN1C1=CC(=CC=C1)C#N)C(F)(F)F N-(3-benzyl-phenyl)-1-(3-cyanophenyl)-3-(trifluoromethyl)-1H-pyrazole-5-carboxamide